(S)-5-bromo-2-(1-(3-ethoxy-4-methoxyphenyl)-2-(methyl-sulfonyl)ethyl)isoindolin-1-one BrC=1C=C2CN(C(C2=CC1)=O)[C@H](CS(=O)(=O)C)C1=CC(=C(C=C1)OC)OCC